(7S)-(+)-8,8-Dimethyl-7-(3-phenylallyloxy)-7,8-dihydro-6H-pyrano[3,2-g]chromen-2-one CC1([C@H](CC=2C=C3C=CC(OC3=CC2O1)=O)OCC=CC1=CC=CC=C1)C